O=C1C2(CC2CO1)C(=O)OC1=CC=CC=C1 phenyl 2-oxo-3-oxabicyclo[3.1.0]hexane-1-carboxylate